N-(1-(2-(2,2-difluoroethoxy)phenyl)ethyl)-3-(1H-pyrazol-4-yl)pyrazolo[1,5-a]pyrimidin-5-amine FC(COC1=C(C=CC=C1)C(C)NC1=NC=2N(C=C1)N=CC2C=2C=NNC2)F